Deca-3,8-diene CCC=CCCCC=CC